ClC=1C=CC2=C(C[C@H](CC=3N2C(=NN3)[C@@H]3CC[C@H](CC3)OC3=NC=CC=C3)NC(CC#N)=O)C1 N-{(5R)-8-Chloro-1-[trans-4-(pyridin-2-yloxy)cyclohexyl]-5,6-dihydro-4H-[1,2,4]triazolo[4,3-a][1]benzazepin-5-yl}-2-cyanoacetamid